4-(3-chloro-4-nitrophenoxy)-7-methoxyquinoline-6-carboxamide ClC=1C=C(OC2=CC=NC3=CC(=C(C=C23)C(=O)N)OC)C=CC1[N+](=O)[O-]